ClC=1C(=NC(=NC1)NC1=C(C=C(C=C1)N1CCC(CC1)NCCCNC1=C2CN(C(C2=CC=C1)=O)C1C(NC(CC1)=O)=O)OC)NC1=C(C=CC=C1)P(=O)(OC)OC 3-(4-((3-((1-(4-((5-chloro-4-((2-(dimethylphosphono)phenyl)amino)pyrimidin-2-yl)amino)-3-methoxyphenyl)piperidin-4-yl)amino)propyl)amino)-1-oxoisoindolin-2-yl)piperidine-2,6-dione